t-butyl isohexanoate C(CCC(C)C)(=O)OC(C)(C)C